O=C1NC(CCC1N1C(C2=CC=CC(=C2C1=O)N[C@H]1C[C@H](N(C1)C(=O)OC(C)(C)C)C(=O)OC)=O)=O 1-(tert-butyl) 2-methyl (2S,4S)-4-((2-(2,6-dioxopiperidin-3-yl)-1,3-dioxoisoindolin-4-yl)amino)pyrrolidine-1,2-dicarboxylate